NC1=NC=CC=C1C1=NC=2C(=NC=C(C2)C(F)(F)F)N1C1=CC=C(C=C1)CNC(OC(C)(C)C)=O tert-butyl N-[[4-[2-(2-amino-3-pyridyl)-6-(trifluoromethyl)imidazo[4,5-b]pyridin-3-yl]phenyl]methyl]carbamate